methyl-(3-(4-butoxy-3-methoxyphenyl)acryloyl)-L-leucine CN([C@@H](CC(C)C)C(=O)O)C(C=CC1=CC(=C(C=C1)OCCCC)OC)=O